(2S)-2-(9-fluorenyl)methoxycarbonylaminomethyl-3-n-propoxypropionic acid benzyl ester C(C1=CC=CC=C1)OC([C@H](COCCC)CNC(=O)OCC1C2=CC=CC=C2C=2C=CC=CC12)=O